(D)-tryptophan methyl ester COC([C@H](N)CC1=CNC2=CC=CC=C12)=O